N1N=CC2=CC(=CC=C12)S(=O)(=O)N1CCC2(CC(CO2)NCCCOC=2C=C(C=CC2)S(=O)(=O)NC)CC1 3-((2S)-3-(8-(1H-indazol-5-ylsulfonyl)-1-oxa-8-azaspiro[4.5]dec-3-ylamino)propoxy)-N-methylbenzenesulfonamide